ClC1=C(C=CC=C1F)[C@H]1N(CCCCC1)C=1C(=NC=CN1)C(=O)N[C@H](C)\C=C\S(=O)(=O)C ((S)-2-(2-Chloro-3-fluorophenyl)azepan-1-yl)-N-((R,E)-4-(methylsulfonyl)but-3-en-2-yl)pyrazine-2-carboxamide